t-Butyl (11S,14S)-14-(4-diazo-3-oxobutyl)-1-(9H-fluoren-9-yl)-11-isobutyl-3,9,12-trioxo-2,7-dioxa-4,10,13-triazapentadecan-15-oate [N+](=[N-])=CC(CC[C@H](NC([C@@H](NC(COCCNC(OCC1C2=CC=CC=C2C=2C=CC=CC12)=O)=O)CC(C)C)=O)C(=O)OC(C)(C)C)=O